[6-(3-cyclopropyl-1H-1,2,4-triazol-5-yl)-2-azaspiro[3.3]heptan-2-yl]-[3-[3-[4-(trifluoromethoxy)phenyl]-1-bicyclo[1.1.1]pentanyl]azetidin-1-yl]methanone C1(CC1)C1=NNC(=N1)C1CC2(CN(C2)C(=O)N2CC(C2)C23CC(C2)(C3)C3=CC=C(C=C3)OC(F)(F)F)C1